(S)-N-(5-methyl-4-oxo-2,3,4,5-tetrahydrobenzo[b][1,4]oxazepin-3-yl)-8-phenyl-[1,2,4]triazolo[1,5-a]pyrazine-2-carboxamide CN1C2=C(OC[C@@H](C1=O)NC(=O)C1=NN3C(C(=NC=C3)C3=CC=CC=C3)=N1)C=CC=C2